N-(1-(5-benzyl-pyrimidin-2-yl)azetidin-3-yl)-6-(1-methyl-1H-pyrazol-4-yl)pyrazolo[1,5-a]pyridin-3-amine C(C1=CC=CC=C1)C=1C=NC(=NC1)N1CC(C1)NC=1C=NN2C1C=CC(=C2)C=2C=NN(C2)C